methyl (S)-2-((2-(2,6-difluoro-4-(N-(4-methoxybenzyl)-N-methylsulfamoyl)phenyl)-7-methylimidazo[1,2-a]pyridin-3-yl)methyl)morpholine-4-carboxylate FC1=C(C(=CC(=C1)S(N(C)CC1=CC=C(C=C1)OC)(=O)=O)F)C=1N=C2N(C=CC(=C2)C)C1C[C@H]1CN(CCO1)C(=O)OC